C1(CCCCC1)N1C(C(CC1)N(C(=O)C=1N=C(SC1)C#C)C1=CC(=CC(=C1)C(F)(F)F)OCCO)=O N-(1-Cyclohexyl-2-oxopyrrolidin-3-yl)-2-ethynyl-N-(3-(2-hydroxyethoxy)-5-(trifluoromethyl)phenyl)thiazole-4-carboxamide